F[C@@H]1CN(C[C@H]1NC1=NC=CC2=CC=C(C=C12)C1=NOC(=N1)C)C(=O)C=1SC(=C(N1)C)C(=O)OCCC propyl 2-((3R,4R)-3-fluoro-4-((7-(5-methyl-1,2,4-oxadiazol-3-yl)isoquinolin-1-yl)amino)pyrrolidine-1-carbonyl)-4-methylthiazole-5-carboxylate